dibutyl carbonate C(OCCCC)(OCCCC)=O